C(CCCCC)NC(NC1=NC=C(C=C1)O)=O 3-hexyl-1-(5-hydroxypyridin-2-yl)urea